N-[(2S,3R,4S)-4-fluoro-2-[(2-fluoro-3'-methyl[1,1'-biphenyl]-3-yl)methyl]-1-(oxetane-2-carbonyl)pyrrolidin-3-yl]cyclopropanesulfonamide F[C@@H]1[C@@H]([C@@H](N(C1)C(=O)C1OCC1)CC=1C(=C(C=CC1)C1=CC(=CC=C1)C)F)NS(=O)(=O)C1CC1